5-benzyl-3-(3-(isoquinolin-1-yl)phenyl)-N-((R)-3-methyl-1-((3aS,4S,6S,7aR)-3a,5,5-trimethylhexahydro-4,6-methanobenzo[d][1,3,2]dioxaborol-2-yl)butyl)-4,5-dihydroisoxazol-5-carboxamide C(C1=CC=CC=C1)C1(CC(=NO1)C1=CC(=CC=C1)C1=NC=CC2=CC=CC=C12)C(=O)N[C@@H](CC(C)C)B1O[C@@]2([C@H](O1)C[C@H]1C([C@@H]2C1)(C)C)C